(R)-tert-butyl 2-(tert-butoxycarbonylamino)-5-hydroxyvalerate C(C)(C)(C)OC(=O)N[C@@H](C(=O)OC(C)(C)C)CCCO